C(C)(C)N1N=C(C2=NC(=CC(=C21)NCC2=CC=C(C=C2)OC)C=2C(NC=CC2)=O)C 3-(1-isopropyl-7-((4-methoxybenzyl)amino)-3-methyl-1H-pyrazolo[4,3-b]pyridin-5-yl)pyridin-2(1H)-one